((1s,3s)-3-hydroxy-3-methylcyclobutyl)(2-((3-methyl-5-(trifluoromethyl)pyridin-2-yl)oxy)-7-azaspiro[3.5]non-7-yl)methanone OC1(CC(C1)C(=O)N1CCC2(CC(C2)OC2=NC=C(C=C2C)C(F)(F)F)CC1)C